C(CCC)OC(C)=O.C(C=C)(=O)O acrylic acid butyl-acetate